3,6-dicyano-1-methyl-2-oxo-1,2-dihydro-1,5-naphthyridin-4-yl triflate O(S(=O)(=O)C(F)(F)F)C1=C(C(N(C2=CC=C(N=C12)C#N)C)=O)C#N